1,2-dimethyl-1,4,5,6-tetrahydropyrimidine CN1C(=NCCC1)C